pentaphenyl-cyclopentadienyl-lithium C1(=CC=CC=C1)C1=C(C(=C(C1([Li])C1=CC=CC=C1)C1=CC=CC=C1)C1=CC=CC=C1)C1=CC=CC=C1